C(#N)C=1C=C(C=CC1OCC(C)C)C=1SC(=C(N1)C)C(=O)NC1=CC(=CC=C1)C#C 2-(3-cyano-4-isobutoxyphenyl)-N-(3-ethynylphenyl)-4-methylthiazole-5-carboxamide